S-[(1-methylpyrrolidin-3-yl) methyl] thioacetate C(C)(=O)SCC1CN(CC1)C